NC=1C=C(C=CC1OC=1C=CC=2C(OC(C3=CC=CC1C23)=O)=O)C2=CC=C(C=C2)C(C)(C)C 6-((3-amino-4'-(tert-butyl)-[1,1'-biphenyl]-4-yl)oxy)-1H,3H-benzo[de]isochromene-1,3-dione